CC(C)(C)[S@@](=O)N[C@H](C)C=1C=C(C=C2C(N3C(=NC12)N1C(CC3)COCC1)=O)C (R)-2-methyl-N-((1R)-1-(10-methyl-8-oxo-1,2,4,4a,5,6-hexahydro-8H-[1,4]oxazino[4',3':3,4]pyrimido[2,1-b]quinazolin-12-yl)ethyl)propane-2-sulfinamide